FC1=C(C(=O)N(C2=NC=CC3=C2C=C(S3)CC=3C=NC=CC3)[C@H]3CNCCC3)C=CC(=C1)N1N=NC=3C1=NC=CC3 2-fluoro-N-[(3R)-3-piperidyl]-N-[2-(3-pyridylmethyl)thieno[3,2-c]pyridin-4-yl]-4-(triazolo[4,5-b]pyridin-3-yl)benzamide